C1(CCC1)C=1C2=C(N=NC1C1=C(C=C(C=C1)C(F)(F)F)O)N(CC2)[C@H]2CN(C[C@@H](C2)F)C 2-[4-cyclobutyl-7-[(3R,5R)-5-fluoro-1-methyl-3-piperidyl]-5,6-dihydropyrrolo[2,3-c]pyridazin-3-yl]-5-(trifluoromethyl)phenol